2-amino-N-(4-hydroxycyclohexyl)nicotinamide NC1=C(C(=O)NC2CCC(CC2)O)C=CC=N1